4-(4-(1-benzylpyrrolidin-3-yl)piperazin-1-yl)-3-((4-(heptyloxy)phenyl)sulfonyl)-6-(methylsulfinyl)quinoline C(C1=CC=CC=C1)N1CC(CC1)N1CCN(CC1)C1=C(C=NC2=CC=C(C=C12)S(=O)C)S(=O)(=O)C1=CC=C(C=C1)OCCCCCCC